CO[C@@H]1[C@H]([C@H]2C[C@H]3N(C[C@H]2C[C@H]1OC(C1=CC(=C(C(=C1)OC)OC)OC)=O)CCC1=C3NC3=CC(=CC=C31)OC)C(=O)OC methyl (1S,2R,3R,4aS,13bR,14aS)-2,11-dimethoxy-3-((3,4,5-trimethoxybenzoyl)oxy)-1,2,3,4,4a,5,7,8,13,13b,14,14a-dodecahydroindolo[2',3':3,4]pyrido[1,2-b]isoquinoline-1-carboxylate